BrC1=CC=C2C(CN(C2=C1)C)(C)C 6-bromo-1,3,3-trimethylindoline